[Nd].[Pr].[Ce] cerium praseodymium-neodymium